N[C@@H]1CN(CCC1)C1=C(C=NC(=C1)NC1=NC(=NC=C1)C1=C(C=C(C=C1OC)F)F)C#CC(C)(O)C (S)-4-(4-(3-aminopiperidin-1-yl)-6-((2-(2,4-difluoro-6-methoxyphenyl)pyrimidin-4-yl)amino)pyridin-3-yl)-2-methylbut-3-yn-2-ol